tert-Butyl 4-((2-(2-benzamidophenyl)benzofuran-6-yl)methyl)piperazine-1-carboxylate C(C1=CC=CC=C1)(=O)NC1=C(C=CC=C1)C=1OC2=C(C1)C=CC(=C2)CN2CCN(CC2)C(=O)OC(C)(C)C